benzyl (2S,3R)-1-[tert-butyl(dimethyl)silyl]-3-(4,5-dihydroxypentyl)-4-oxoazetidine-2-carboxylate [Si](C)(C)(C(C)(C)C)N1[C@@H]([C@H](C1=O)CCCC(CO)O)C(=O)OCC1=CC=CC=C1